BrC1=C(C(=C(C=C1\C=C\C1=CC=CC=C1)O)C(C)C)O (E)-4-bromo-2-isopropyl-5-styrylbenzene-1,3-diol